(S)-2-(4-(6-((2-carbamoylthiazol-5-yl)methoxy)pyridin-2-yl)-2,5-difluorobenzyl)-1-(oxetan-2-ylmethyl)-1H-benzo[d]imidazole-6-carboxylic acid C(N)(=O)C=1SC(=CN1)COC1=CC=CC(=N1)C1=CC(=C(CC2=NC3=C(N2C[C@H]2OCC2)C=C(C=C3)C(=O)O)C=C1F)F